Cl.NCC(C)(C)C=1C=C(C=CC1)C1=NN(C(C2=CC=CC=C12)=O)C1=C(C=C(C=C1)F)F 4-(3-(1-amino-2-methylpropan-2-yl)phenyl)-2-(2,4-difluorophenyl)phthalazin-1(2H)-one hydrochloride